(S)-N-(5-(2-amino-[1,2,4]triazolo[1,5-a]pyridin-6-yl)-2-ethylphenyl)-3-phenylisoxazolidine-2-carboxamide NC1=NN2C(C=CC(=C2)C=2C=CC(=C(C2)NC(=O)N2OCC[C@H]2C2=CC=CC=C2)CC)=N1